C1(CC1)N1C(C(=CC(=C1)C1=C(C=CC(=C1)S(=O)(=O)CC)OCC1CC1)C)=O 1-cyclopropyl-5-[2-(cyclopropylmethoxy)-5-ethylsulfonylphenyl]-3-methyl-pyridin-2-one